2,5-bis(diphenylamino)pentan-1-ol C1(=CC=CC=C1)N(C(CO)CCCN(C1=CC=CC=C1)C1=CC=CC=C1)C1=CC=CC=C1